O=C1NC(CCC1N1C(C2=CC=C(C=C2C1=O)N1CCN(CC1)CCCC1CCN(CC1)C1=CC=C(C=C1)C(=O)C=1C2=C(SC1C1=CC=C(C=C1)F)C=C(C=C2)O)=O)=O 2-(2,6-dioxopiperidin-3-yl)-5-(4-(3-(1-(4-(2-(4-fluorophenyl)-6-hydroxybenzo[b]thiophene-3-carbonyl)phenyl)piperidin-4-yl)propyl)piperazin-1-yl)isoindoline-1,3-dione